(((7-(benzyl (tert-butoxycarbonyl) amino)-3-isopropylpyrazolo[1,5-a]pyrimidin-5-yl) amino) methyl) piperidine-1-carboxylate N1(CCCCC1)C(=O)OCNC1=NC=2N(C(=C1)N(C(=O)OC(C)(C)C)CC1=CC=CC=C1)N=CC2C(C)C